C(C)OC=1C=C(N(N1)C)CO (5-ethoxy-2-methyl-pyrazol-3-yl)methanol